ClC1=CC=C(COC(=O)N=NC(=O)OCC2=CC=C(C=C2)Cl)C=C1 diazene-1,2-dicarboxylic acid bis(4-chlorobenzyl) ester